C(C1=CC=CC=C1)OC1=CC=C(C=C1)C(=O)C1=C(N(C=2C1=NC=CC2)C)CC (4-(benzyloxy)phenyl)(2-ethyl-1-methyl-1H-pyrrolo[3,2-b]pyridin-3-yl)methanone